6-(3-Fluoro-2-methoxyphenyl)-3-(((S)-10-hydroxy-7-((R)-2-phenyl-piperazine-1-carbonyl)-7-aza-spiro[4.5]decan-10-yl)methyl)pyrimidin-4(3H)-one FC=1C(=C(C=CC1)C1=CC(N(C=N1)C[C@@]1(CCN(CC12CCCC2)C(=O)N2[C@@H](CNCC2)C2=CC=CC=C2)O)=O)OC